tert-butyl 5-amino-5-oxo-4-(1-oxo-5-vinylisoindolin-2-yl)pentanoate NC(C(CCC(=O)OC(C)(C)C)N1C(C2=CC=C(C=C2C1)C=C)=O)=O